(3S)-3-[2-isopropyl-5-[6-(trifluoromethyl)-3-pyridinyl]-1,2,4-triazol-3-yl]cyclopentanone C(C)(C)N1N=C(N=C1[C@@H]1CC(CC1)=O)C=1C=NC(=CC1)C(F)(F)F